N-(6-bromobenzo[d]thiazol-2-yl)azetidine-3-carboxamide BrC1=CC2=C(N=C(S2)NC(=O)C2CNC2)C=C1